racemic-3-phenylbutyric acid C1(=CC=CC=C1)[C@@H](CC(=O)O)C |r|